FC1=C(CN2C(N(C=3C=NC(=C(C32)C3=CC=CC=C3)OC)C)=O)C(=CC(=C1)[S@@](=O)(=N)C)F (R)-1-(2,6-difluoro-4-(S-methylsulfonimidoyl)benzyl)-6-methoxy-3-methyl-7-phenyl-1,3-dihydro-2H-imidazo[4,5-c]pyridin-2-one